2-chloro-4-(5,6-dihydrocyclopenta[c]pyrazol-2(4H)-yl)benzoic acid ClC1=C(C(=O)O)C=CC(=C1)N1N=C2C(=C1)CCC2